methyldimethoxy(but-2-ene-2-oxy)silane C[Si](OC(C)=CC)(OC)OC